1,2-cyclohexandicarboxylic diisononylester C(CCCCCC(C)C)OC(=O)C1C(CCCC1)C(=O)OCCCCCCC(C)C